1,2-bis(chlorodibutylsilyl)ethane Cl[Si](CC[Si](CCCC)(CCCC)Cl)(CCCC)CCCC